2-(fluoromethylene)tetrahydro-1H-pyrrolizine FC=C1CC2CCCN2C1